1-N'-(4-fluorophenyl)-1-N-[4-[6-(hydroxycarbamoyl)-7-methoxyquinolin-4-yl]oxyphenyl]cyclopropane-1,1-dicarboxamide FC1=CC=C(C=C1)NC(=O)C1(CC1)C(=O)NC1=CC=C(C=C1)OC1=CC=NC2=CC(=C(C=C12)C(NO)=O)OC